(3S,4R)-3-fluoro-1-(4-((5-isopropyl-8-(6-isopropyl-1,6-diazaspiro[3.3]heptan-1-yl)-2,7-naphthyridin-3-yl)amino)pyrimidin-2-yl)-3-methylpiperidin-4-ol F[C@]1(CN(CC[C@H]1O)C1=NC=CC(=N1)NC=1N=CC2=C(N=CC(=C2C1)C(C)C)N1CCC12CN(C2)C(C)C)C